(S)-tert-butyl-4-((cis)-4-(4-amino-5-iodo-7H-pyrrolo[2,3-d]pyrimidin-7-yl)cyclohexyl)-2-methylpiperazine-1-carboxylate C(C)(C)(C)OC(=O)N1[C@H](CN(CC1)[C@@H]1CC[C@@H](CC1)N1C=C(C2=C1N=CN=C2N)I)C